N-methoxynicotinamide CONC(C1=CN=CC=C1)=O